{[3-fluoro-1-(3-fluoro(2-pyridyl))cyclobutyl]methyl}pyrimidin-2-ylamine FC1CC(C1)(C1=NC=CC=C1F)CNC1=NC=CC=N1